(R)-4-{4-[4-(4-(2-(2,4-dimethyl-3-oxopiperazin-1-yl)ethoxy)phenyl)piperidin-1-yl]phenyl}-6-methyl-1H-pyrrolo[2,3-c]pyridin-7(6H)-one C[C@H]1N(CCN(C1=O)C)CCOC1=CC=C(C=C1)C1CCN(CC1)C1=CC=C(C=C1)C=1C2=C(C(N(C1)C)=O)NC=C2